{3-[3-methyl-1-(oxan-2-yl)-1H-pyrazol-5-yl]-5-[(3R)-3-methylmorpholin-4-yl]-[1,2]thiazolo[4,5-b]pyridin-7-yl}-1λ^6,2-thiazinane-1,1-dione CC1=NN(C(=C1)C1=NSC=2C1=NC(=CC2N2S(CCCC2)(=O)=O)N2[C@@H](COCC2)C)C2OCCCC2